CS(=O)(=O)OC[C@H](CC1=CC=2N(C=C1C)C=NN2)C [(2S)-2-methyl-3-(6-methyl-[1,2,4]triazolo[4,3-a]pyridin-7-yl)propyl] methanesulfonate